Br.ClC1C2COCCNC12 8-Chloro-5-oxa-2-azabicyclo[5.1.0]octane hydrobromide